C1(=CC=CC=C1)C[13C]#N phenyl-(acetonitrile-1-13C)